N1C=C(C2=CC=CC=C12)C=C1C(N(C(S1)=NC1=CC=C(C(=O)O)C=C1)C(C1=CC=CC=C1)=O)=O 4-((5-((1H-indol-3-yl)methylene)-3-benzoyl-4-oxothiazolidin-2-ylidene)amino)benzoic acid